C(\C(\C)=C/C(=O)[O-])(=O)[O-].C1(=C(C=CC=C1)[NH2+]C1=C(C=CC=C1)C)C.C1(=C(C=CC=C1)[NH2+]C1=C(C=CC=C1)C)C ditolyl-ammonium citraconate